ClC=1C=CC=C2C=CC=C(C12)N1CC=2N=C(N=C(C2CC1)N1CC2(CCC(C1)N2)CC#N)OC[C@H]2N(CCC2)C 2-(3-(7-(8-chloronaphthalen-1-yl)-2-(((S)-1-methylpyrrolidin-2-yl)methoxy)-5,6,7,8-tetrahydropyrido[3,4-d]pyrimidin-4-yl)-3,8-diazabicyclo[3.2.1]octan-1-yl)acetonitrile